C1[C@H]2[C@@H]([C@@H](S1)CCCCC(=O)O)N=C(N2)N Iminobiotin